tert-butyl 4-[7-[1-[4-(trifluoromethoxy)benzoyl]-4-piperidyl]-3H-imidazo[4,5-b]pyridin-2-yl]piperidine-1-carboxylate FC(OC1=CC=C(C(=O)N2CCC(CC2)C2=C3C(=NC=C2)NC(=N3)C3CCN(CC3)C(=O)OC(C)(C)C)C=C1)(F)F